Stearic acid, magnesium salt [Mg+2].C(CCCCCCCCCCCCCCCCC)(=O)[O-].C(CCCCCCCCCCCCCCCCC)(=O)[O-]